NC1=C(C=C(N=N1)C1=C(C(=CC(=C1)F)Cl)O)OCCC1=CC=C(C=C1)CN 2-(6-amino-5-(4-(aminomethyl)phenethoxy)pyridazin-3-yl)-6-chloro-4-fluorophenol